methyl-coumarinOne CC1C(C(OC2=CC=CC=C12)=O)=O